FC1=C2NC(C(=NC2=CC=C1CN1CCN(CC1)C=1C=CC(=NC1C)C(=O)NC([2H])([2H])[2H])C)=O 5-(4-((5-fluoro-2-methyl-3-oxo-4H-quinoxalin-6-yl)methyl)piperazin-1-yl)-6-methyl-N-(methyl-d3)pyridinamide